(S)-8-(4-(tert-butyl)-1-(naphthalen-2-yl)-4,5-dihydro-1H-imidazol-2-yl)quinoline C(C)(C)(C)[C@@H]1N=C(N(C1)C1=CC2=CC=CC=C2C=C1)C=1C=CC=C2C=CC=NC12